8-(1-hydroxyethyl)-3,6-dimethyl-2-(tetrahydro-2H-pyran-4-yl)quinazolin-4(3H)-one OC(C)C=1C=C(C=C2C(N(C(=NC12)C1CCOCC1)C)=O)C